N-(1-(2,4-bis(trifluoromethyl)benzyl)-1H-imidazol-4-yl)-5-(furan-2-yl)isoxazole-3-carboxamide FC(C1=C(CN2C=NC(=C2)NC(=O)C2=NOC(=C2)C=2OC=CC2)C=CC(=C1)C(F)(F)F)(F)F